N-(4-cyanobenzyl)-N-methylpentan-1-amine C(#N)C1=CC=C(CN(CCCCC)C)C=C1